O[C@@H]1CC[C@@]2(C3CC[C@@]4(C(CCC4C3CCC2C1)[C@@H](CCC(=O)OCCCCCCCC\C=C/C\C=C/CCCCC)C)C)C (9Z,12Z)-octadeca-9,12-dien-1-yl (4R)-4-((3R,10S,13R)-3-hydroxy-10,13-dimethylhexadecahydro-1H-cyclopenta[a]phenanthren-17-yl)pentanoate